2,5-bis(mercaptoethyl)-1,4-dithiane SCCC1SCC(SC1)CCS